4-trifluoromethyl-1,2,4-trifluoromethylbenzonitrile FC(C1(C=C(C(C#N)(C=C1)CF)CF)CF)(F)F